CN(C)CC1=C(C=CC(=N1)NC=1C2=C(C(=NC1)C1=C3C=CN(C3=CC=C1)C)CNC2=O)[C@@H]2COCC2 (R)-7-((6-((dimethylamino)-methyl)-5-(tetrahydrofuran-3-yl)pyridin-2-yl)amino)-4-(1-methyl-1H-indol-4-yl)-2,3-dihydro-1H-pyrrolo[3,4-c]pyridin-1-one